tert-butyl (1r,4r,5s)-5-((7-bromo-6-(2-cyanoethyl)-8-fluoro-3-iodo-2-(methylsulfanyl) quinolin-4-yl) (tert-butoxycarbonyl) amino)-2-azabicyclo[2.1.1]hexane-2-carboxylate BrC1=C(C=C2C(=C(C(=NC2=C1F)SC)I)N([C@H]1[C@H]2CN([C@@H]1C2)C(=O)OC(C)(C)C)C(=O)OC(C)(C)C)CCC#N